FC(OC1=CC2=C([C@@H](CO2)NC)C=C1F)F (S)-6-(difluoromethoxy)-5-fluoro-N-methyl-2,3-dihydrobenzofuran-3-amine